Methyl 4-bromo-1H-indazole-7-carboxylate BrC1=C2C=NNC2=C(C=C1)C(=O)OC